C(C)(=O)OC(C)OP(=O)(CCC)OC1=C(C(=CC(=C1)CCCCC)OP(=O)(C)OC(C)OC(C)=O)C1CCCC(=C1)C 1-((((6-(((1-acetoxyethoxy)(methyl)phosphoryl)oxy)-5'-methyl-4-pentyl-1',2',3',4'-tetrahydro-[1,1'-biphenyl]-2-yl)oxy)(propyl)phosphoryl)oxy)ethyl acetate